C1(CC1)C1=CC=CC(=N1)N1N=C2CCC(CC2=C1)C(=O)N[C@H]1[C@H]2CC[C@@H](C1)N2CC2=CC=C(C=C2)OC 2-(6-cyclopropylpyridin-2-yl)-N-((1R,2R,4S)-7-(4-methoxybenzyl)-7-azabicyclo[2.2.1]heptan-2-yl)-4,5,6,7-tetrahydro-2H-indazole-5-carboxamide